ClC1=CN=C(N1)C(=O)OCC ethyl 5-chloro-1H-imidazole-2-carboxylate